C1(CC1)C1=CC(=NN1)NC1=NC(=NC=C1)N1CC2(CC1)CNCC2 N-(5-cyclopropyl-1H-pyrazol-3-yl)-2-(2,7-diazaspiro[4.4]non-2-yl)pyrimidin-4-amine